C(CCCCC)C=1OCCN1 2-hexyl-2-oxazoline